2-[(9S)-4,5,13-trimethyl-7-[4-[4-(4-piperidylmethyl)piperazin-1-yl]phenyl]-3-thia-1,8,11,12-tetrazatricyclo[8.3.0.02,6]trideca-2(6),4,7,10,12-pentaen-9-yl]acetic acid CC=1SC=2N3C(=NN=C3[C@@H](N=C(C2C1C)C1=CC=C(C=C1)N1CCN(CC1)CC1CCNCC1)CC(=O)O)C